C(C)(C)(C)NC(CN1CCC2(C[C@@H]2C(=O)NC2=CC(=CC(=C2)C(F)(F)F)F)CC1)=O (S)-6-(2-(tert-butylamino)-2-oxoethyl)-N-(3-fluoro-5-(trifluoromethyl)phenyl)-6-azaspiro[2.5]octane-1-carboxamide